NCCCN1[C@@H](CCC1)COC1=NC2=C(C(=CC=C2C(=N1)N1C[C@H]2CC[C@@H](C1)N2C(=O)OC(C)(C)C)C2=CNC1=CC=CC(=C21)CC)F tert-butyl (1R,5S)-3-(2-(((S)-1-(3-aminopropyl)pyrrolidin-2-yl)methoxy)-7-(4-ethyl-1H-indol-3-yl)-8-fluoroquinazolin-4-yl)-3,8-diazabicyclo[3.2.1]octane-8-carboxylate